C(C)OC1=CC=C(C2=CC=CC=C12)C1=NC(=NC(=N1)C(Cl)(Cl)Cl)C(Cl)(Cl)Cl 2-(4-ethoxynaphthyl)-4,6-bis(trichloromethyl)-1,3,5-triazine